N-ethyl-N'-methylimidazolium C(C)N1C=[N+](C=C1)C